FC(C(F)(F)F)(F)C1=CC=C(C(=N1)N1CCCCC1)C(=O)NC1=CC(=CC=C1)S(N)(=O)=O 6-(1,1,2,2,2-pentafluoroethyl)-2-(1-piperidyl)-N-(3-sulfamoylphenyl)pyridine-3-carboxamide